6-[2-fluoro-4-(2-oxobutoxy)-3-vinylphenyl]-5-methyl-4,5-dihydro-2H-pyridazin-3-one FC1=C(C=CC(=C1C=C)OCC(CC)=O)C=1C(CC(NN1)=O)C